C1(CCCCC1)NC(=O)C1=CC2=C(N=C(S2)N2C[C@@H]3CN(C[C@@H]3C2)C)C=C1 N-cyclohexyl-2-((3aR,6aS)-5-methylhexahydropyrrolo[3,4-c]pyrrol-2(1H)-yl)benzo[d]thiazole-6-carboxamide